3-iodopyridin-2(1H)-one IC=1C(NC=CC1)=O